BrCCOC1=CC=C(CCN(C/C=C/C2=CC=C(N(C)C)C=C2)C)C=C1 (E)-4-(3-{[4-(2-bromoethoxy)phenethyl](methyl)amino}prop-1-en-1-yl)-N,N-dimethylaniline